(4-(oxetan-3-yl)piperazin-1-yl)pyridin-2-amine O1CC(C1)N1CCN(CC1)C=1C(=NC=CC1)N